2-chloro-5-fluoro-6-[[3-(3-hydroxybutyl)-1-methyl-2-oxo-benzimidazol-5-yl]amino]pyridine-3-carbonitrile ClC1=NC(=C(C=C1C#N)F)NC1=CC2=C(N(C(N2CCC(C)O)=O)C)C=C1